COC=1C=C2C(=CC=NC2=CC1OC)N1CCC(CC1)C(C=O)C 2-(1-(6,7-dimethoxyquinolin-4-yl)piperidin-4-yl)propanal